(1S,3S,5S)-N-((R)-1-(4-bromothiophen-2-yl)ethyl)-5-methyl-2-((4-phenoxybenzoyl)glycyl)-2-azabicyclo[3.1.0]hexane-3-carboxamide BrC=1C=C(SC1)[C@@H](C)NC(=O)[C@H]1N([C@H]2C[C@]2(C1)C)C(CNC(C1=CC=C(C=C1)OC1=CC=CC=C1)=O)=O